(S)-4-{2-[4-(3,4-dihydro-2H-benzo[b][1,4]dioxepin-7-yl)-4-oxobutanoylamino]-2-(4-ethylthiazol-2-yl)ethyl}phenylaminosulfonic acid O1C2=C(OCCC1)C=C(C=C2)C(CCC(=O)N[C@@H](CC2=CC=C(C=C2)NS(=O)(=O)O)C=2SC=C(N2)CC)=O